FC=1C=C(C2=C([C@H]3N(C[C@@H](O2)C3)C(C(C)(C)C)=O)C1)F 1-[(2S,5S)-7,9-difluoro-2,3-dihydro-2,5-methano-1,4-benzoxazepin-4(5H)-yl]-2,2-dimethylpropan-1-one